3-{4-[cis-4-amino-3-(2-methoxyethoxy)piperidin-1-yl]-3-(3,5-difluorophenyl)quinolin-6-yl}-2-hydroxybenzonitrile N[C@@H]1[C@@H](CN(CC1)C1=C(C=NC2=CC=C(C=C12)C=1C(=C(C#N)C=CC1)O)C1=CC(=CC(=C1)F)F)OCCOC